O[C@@H](CNC(C)C)C=1C=C(C(=CC1)O)O (R)-4-(1-hydroxy-2-(isopropylamino)ethyl)benzene-1,2-diol